C(C)(=O)O[C@H](C(=O)O[C@H](C(=O)O[C@H](C(=O)Cl)C)C)C [(1S)-2-[(1S)-2-chloro-1-methyl-2-oxo-ethoxy]-1-methyl-2-oxo-ethyl] (2S)-2-acetoxypropanoate